2-(3,5-Difluoro-phenyl)-N-[2-(ethyl-methyl-amino)-4-oxo-4H-quinazolin-3-yl]-acetamide FC=1C=C(C=C(C1)F)CC(=O)NN1C(=NC2=CC=CC=C2C1=O)N(C)CC